4,5-diamino-1-(β-hydroxyethyl)-3-methyl-pyrazole diisodecyl-diphosphite C(CCCCCCC(C)C)OP(OCCCCCCCC(C)C)OP(O)O.NC=1C(=NN(C1N)CCO)C